C1CC12CN(CC2)CCOC(C(F)(F)F)C2=CC=C(C=N2)C2=CC=1C3=C(N=NC1C=C2)N(C(N3C(C)C)=O)C 8-(6-(1-(2-(5-azaspiro[2.4]heptan-5-yl)ethoxy)-2,2,2-trifluoroethyl)pyridin-3-yl)-1-isopropyl-3-methyl-1,3-dihydro-2H-imidazo[4,5-c]cinnolin-2-one